2-amino-1-(5-hydroxypentyl)-1H-benzo[d]imidazole-6-carboxylic acid methyl ester COC(=O)C=1C=CC2=C(N(C(=N2)N)CCCCCO)C1